ClC1=C(C=C(OCC(=O)N[C@@H]2CN[C@H](CC2)C=2OC(=NN2)OCCC2CC2)C=C1)F 2-(4-chloro-3-fluorophenoxy)-N-[(3s,6r)-6-[5-(2-cyclopropylethoxy)-1,3,4-oxadiazol-2-yl]piperidin-3-yl]acetamide